4-(3-chlorobenzyl)-N2-(2-(dimethylamino)ethyl)-6-(3,5-dimethylisoxazole-4-Yl)-N2-methyl-quinazoline-2,4-diamine ClC=1C=C(CC2(NC(=NC3=CC=C(C=C23)C=2C(=NOC2C)C)N(C)CCN(C)C)N)C=CC1